C(CCC)C(COC1=CC=C(C=C1)C1=CC=C(C=C1)C1=CC=C(C=C1)C1=CC=C(C=C1)OCC(CCCCCC)CCCC)CCCCCC 4,4'''-bis[(2-butyloctyl)oxy]-1,1':4',1'':4'',1'''-quaterphenyl